N1-(2-chloropyrimidin-4-yl)benzen-1,2-diamine ClC1=NC=CC(=N1)NC=1C(=CC=CC1)N